Ethyl (R)-4-(((2S,4aR,6R,7aR)-6-(4-amino-2-oxopyrimidin-1(2H)-yl)-7,7-difluoro-2-oxidotetrahydro-4H-furo[3,2-d][1,3,2]dioxaphosphinin-2-yl)oxy)-2-methylbutanoate NC1=NC(N(C=C1)[C@H]1C([C@@H]2O[P@@](OC[C@H]2O1)(=O)OCC[C@H](C(=O)OCC)C)(F)F)=O